ClC1=CC=2N(C3=CC=CC=C3C2C=C1)C1=C(C=CC(=C1)C1=CC=CC=C1)C1=CC=CC=C1 2-chloro-9-(p-terphenyl-2'-yl)carbazole